4-piperidylpiperidine-1-carbonyl chloride N1CCC(CC1)C1N(CCCC1)C(=O)Cl